tert-butyl (S)-4-(6-((1-hydroxypropan-2-yl)carbamoyl)pyridin-3-yl)piperazine-1-carboxylate OC[C@H](C)NC(=O)C1=CC=C(C=N1)N1CCN(CC1)C(=O)OC(C)(C)C